C(=C\CCC)/C(C(=O)[O-])C(=O)[O-].[Na+].[Na+] sodium trans-pentenylmalonate